C1(CC1)C=1C=CC=2N(C1)C=C(N2)CN(C(OC(C)(C)C)=O)C2=CC(=C(C=C2)S(=O)(=O)C)NC(=O)[C@@H]2[C@H](C2)C2=NC=CC(=N2)C |r| rac-tert-butyl ((6-cyclopropylimidazo[1,2-a]pyridin-2-yl)methyl)(3-((1S*,2S*)-2-(4-methylpyrimidin-2-yl) cyclopropane-1-carboxamido)-4-(methylsulfonyl)phenyl)carbamate